5-methyl-4-(methylsulfonyl)piperazine-1-carboxylate CC1N(CCN(C1)C(=O)[O-])S(=O)(=O)C